6-(cyclobutyl(methyl)amino)-8-(3-methoxy-2,6-dimethylphenyl)pyrido[3,4-d]pyrimidin-4(3H)-one C1(CCC1)N(C1=CC2=C(N=CNC2=O)C(=N1)C1=C(C(=CC=C1C)OC)C)C